3-(5-chloro-2-hydroxy-benzylideneamino)-benzoic acid ClC=1C=CC(=C(C=NC=2C=C(C(=O)O)C=CC2)C1)O